C(CCCCCCCCC)(=O)NCC(=O)N1C(CCC1)C(=O)N (decanoylglycyl)pyrrolidine-2-carboxamide